Methyl 4-[1-[(4-aminotetrahydropyran-4-carbonyl)amino]cyclopropyl]-3-fluoro-benzoate, hydrochloride Cl.NC1(CCOCC1)C(=O)NC1(CC1)C1=C(C=C(C(=O)OC)C=C1)F